NC1=C(C=C(C=C1)NC=1N=CC2=C(N1)CN(CC2)C2=C(C1=C(OCCN1C(=O)OC(C)(C)C)N=C2)C)C tert-butyl 7-{2-[(4-amino-3-methylphenyl) amino]-5H,6H,7H,8H-pyrido[3,4-d]pyrimidin-7-yl}-8-methyl-1H,2H,3H-pyrido[2,3-b][1,4]oxazine-1-carboxylate